(3s)-10-chloro-11-(5-chloro-2,4-difluorophenyl)-8-((3S,5R)-3,5-dimethylpiperazin-1-yl)-3-methoxy-3,4-dihydro-2H,6H-[1,4]thiazepino[2,3,4-ij]quinazolin-6-one ClC=1C=C2C(=NC(N3C2=C(C1C1=C(C=C(C(=C1)Cl)F)F)SC[C@H](C3)OC)=O)N3C[C@@H](N[C@@H](C3)C)C